FC(CN1N=CC(=C1)C1=CC=C(C(=N1)NC1=NNC2=CC(=CC=C12)[C@@H]1C[C@@]12C(NC1=CC=C(C=C21)OC)=O)OC)F (1R,2S)-2-(3-((6-(1-(2,2-difluoroethyl)-1H-pyrazol-4-yl)-3-methoxypyridin-2-yl)amino)-1H-indazol-6-yl)-5'-methoxyspiro[cyclopropane-1,3'-indolin]-2'-one